BrC1=C2C=CNC2=C(C=C1)CN (4-bromo-1H-indol-7-yl)methanamine